ClC1=C(N=C(NC1=O)C1=CC(=NC=C1)F)N1CCC(CC1)N1CCOCC1 5-chloro-2-(2-fluoro-4-pyridinyl)-4-(4-morpholino-1-piperidinyl)-1H-pyrimidin-6-one